4-[[(2S,3R,4R,5S)-3-(3,4-Difluoro-2-hydroxy-phenyl)-4,5-dimethyl-5-(trifluoromethyl)tetrahydrofuran-2-carbonyl]amino]-1-oxido-pyridin-1-ium-2-carboxamid FC=1C(=C(C=CC1F)[C@@H]1[C@H](O[C@@]([C@@H]1C)(C(F)(F)F)C)C(=O)NC1=CC(=[N+](C=C1)[O-])C(=O)N)O